ClC1=CC=C(CC2CCN(CC2)CC=2NC(=NN2)C=2NC3=CC=CC=C3C2)C=C1 2-(5-((4-(4-chlorobenzyl)piperidin-1-yl)methyl)-4H-1,2,4-triazol-3-yl)-1H-indole